Cl.N[C@@H]1CN(CCC1)C1=CC(=NC=C1C=1C=NN(C1)C(F)F)NC1=NC(=NC=C1)C=1C=C2N=CC=NC2=CC1F (S)-N-(4-(3-aminopiperidin-1-yl)-5-(1-(difluoromethyl)-1H-pyrazol-4-yl)pyridin-2-yl)-2-(7-fluoroquinoxalin-6-yl)pyrimidin-4-amine hydrochloride